N1=CC=CC2=CC(=CC=C12)C1=NC=NC=N1 4-(6-quinolyl)-1,3,5-triazine